CN(C1=C(C=C(C=C1)C)C)F (N-methyl-2,4-dimethylanilino)fluoran